2-(3-chlorophenyl)-N-((4R,5S,7R,8R,9S,10R)-8,10-dihydroxy-7-(hydroxymethyl)-9-(4-(3,4,5-trifluorophenyl)-1H-1,2,3-triazol-1-yl)-1,6-dioxaspiro[4.5]dec-4-yl)propanamide ClC=1C=C(C=CC1)C(C(=O)N[C@@H]1CCO[C@]12O[C@@H]([C@@H]([C@@H]([C@H]2O)N2N=NC(=C2)C2=CC(=C(C(=C2)F)F)F)O)CO)C